C(C)(C)(C)OC(=O)N1C2C(CC(C1)C2)CC(=O)O (2-(tert-Butoxycarbonyl)-2-azabicyclo[2.2.1]heptan-6-yl)acetic acid